C(C)(C)NC1=NNC=2C1=NC(=CC2CN2CCCC2)C=2C=C1CN(C(C1=CC2)=O)C2(C(NC(CC2)=O)=O)C 3-(5-(3-(isopropylamino)-7-(pyrrolidin-1-ylmethyl)-1H-pyrazolo[4,3-b]pyridin-5-yl)-1-oxoisoindolin-2-yl)-3-methylpiperidine-2,6-dione